pentyl-isononyl-cyclohexane C(CCCC)C1(CCCCC1)CCCCCCC(C)C